C(C)(C)(C)OC(=O)NC=1C=2N(C3=CC(=CC=C3N1)C(=O)O)C=NC2F 4-(tert-butoxycarbonylamino)-3-fluoro-imidazo[1,5-a]quinoxaline-8-carboxylic acid